amino-2-Ethyl-2-cyclopropylcarboxylic acid methyl ester COC(=O)C1(C(C1)N)CC